3-methylphthalic anhydride CC1=C2C(C(=O)OC2=O)=CC=C1